2,3,4,5-tetrachloro-6-cyano-benzoic acid methyl ester COC(C1=C(C(=C(C(=C1C#N)Cl)Cl)Cl)Cl)=O